2,3-dimethylmorpholine CC1C(NCCO1)C